(S)-1-(7-chloro-6-(3-hydroxypropyl)-8-methoxy-1-methyl-1,3-dihydro-2H-pyrrolo[3,4-c]quinolin-2-yl)-2-methoxyethan-1-one ClC=1C(=CC=2C3=C(C=NC2C1CCCO)CN([C@H]3C)C(COC)=O)OC